C([O-])([O-])=O.[Ni+2].[Cu+2].C([O-])([O-])=O copper-nickel carbonate